(R)-N-((S)-2-(4-bromo-2-fluorophenyl)-1-cyanoethyl)-2-methylpropane-2-sulfinamide BrC1=CC(=C(C=C1)C[C@@H](C#N)N[S@](=O)C(C)(C)C)F